NC1=C(C(=O)N2CCC(CC2)N2C(NC3=NC=C(C=C32)CC3CCOCC3)=O)C=CC(=C1)OC(F)(F)F 1-[1-[2-amino-4-(trifluoromethoxy)benzoyl]-4-piperidyl]-6-(tetrahydropyran-4-ylmethyl)-3H-imidazo[4,5-b]pyridin-2-one